Cl.Cl.N[C@H](C(=O)O)CCC1=NC2=C(N1C)C=CC(=C2)N(CCCl)CCCl (S)-2-amino-4-(5-(bis(2-chloroethyl)amino)-1-methyl-1H-benzo[d]imidazol-2-yl)butanoic acid dihydrochloride